ClC=1C=NN(C1)C=1N=C2N(C=CC=C2)C1C=O 2-(4-CHLORO-1H-PYRAZOL-1-YL)IMIDAZO[1,2-A]PYRIDIN-3-CARBALDEHYDE